CN(C)C1=C(C(=O)O)C=CC(=C1)F (dimethylamino)-4-fluorobenzoic acid